C(C)(C)C=1N=C(C2=CC3=C(C=C2C1C1=CC=NC2=CC=CC=C12)C=NN3)N=S(=O)(C)C ((6-isopropyl-5-(quinolin-4-yl)-1H-pyrazolo[4,3-g]isoquinolin-8-yl)imino)dimethyl-λ6-sulfanone